methylenedianiline sodium chloride [Cl-].[Na+].C(NC1=CC=CC=C1)NC1=CC=CC=C1